FC=1C(=CC=C(N)C1)SC(F)(F)F 5-fluoro-4-(trifluoromethylsulfanyl)aniline